2-Chloro-5-phenoxyaniline ClC1=C(N)C=C(C=C1)OC1=CC=CC=C1